FC1(CNCCC1)F 3,3-difluoro-piperidine